2-Amino-6-(1-benzyl-1H-1,2,3-triazol-4-yl)-N-cyclopropyl-7-oxo-6-phenyl-4,5,6,7-tetrahydrobenzo[b]thiophene-3-carboxamide NC1=C(C2=C(S1)C(C(CC2)(C2=CC=CC=C2)C=2N=NN(C2)CC2=CC=CC=C2)=O)C(=O)NC2CC2